1,2,6-trimethylcyclohexa-2,5-diene-1-carboxylic acid CC1(C(=CCC=C1C)C)C(=O)O